C(C)OC(CN1CCC(CC1)OCC1CCN(CC1)C1=CC(=C(C=C1)[N+](=O)[O-])NC)=O 2-(4-((1-(3-(methylamino)-4-nitrophenyl)piperidin-4-yl)methoxy)piperidin-1-yl)acetic acid ethyl ester